N-octadecyl-3-hydroxypyridin-4-one C(CCCCCCCCCCCCCCCCC)N1C=C(C(C=C1)=O)O